BrC1=C(C(=CC=C1)C1=CC=CC=C1)N 3-bromo-[1,1'-biphenyl]-2-amine